NC1=CC(C(NC1=NC=1C(=NN2C1C=CC(=C2C)C)OC)=NC=2C(=NN1C2C=CC(=C1C)C)OC)=N N,N'-(5-amino-3-iminopyridine-2,6(1H,3H)-diylidene)bis(2-methoxy-6,7-dimethylpyrazolo[1,5-a]pyridin-3-amine)